C(#N)C1C(CC[C@@]2(CC[C@]3([C@@]4(CC[C@H]5C(C(C=C[C@@]5(C4=CC([C@@H]3[C@@H]21)=O)C)=O)(C)C)C)C)C(=O)OC)(C)C methyl (4aS,6aR,6bS,8aR,12aS,14aR,14bS)-l-1-cyano-2,2,6a,6b,9,9,12a-heptamethyl-10,14-dioxo-1,3,4,5,6,6a,6b,7,8,8a,9,10,12a,14,14a,14b-hexadecahydropicene-4a(2H)-carboxylate